2-((1-(5-(pyrrolidin-1-yl)pyridin-3-yl)-1H-1,2,3-triazol-4-yl)methyl)imidazo[1,2-a]pyridine-6-carboxylic acid methyl ester COC(=O)C=1C=CC=2N(C1)C=C(N2)CC=2N=NN(C2)C=2C=NC=C(C2)N2CCCC2